tert-Butyl (3R,4S)-3-(isopropylamino)-4-methylpyrrolidine-1-carboxylate C(C)(C)N[C@H]1CN(C[C@@H]1C)C(=O)OC(C)(C)C